SCC(=O)OO mercaptoPeracetic acid